CC=1C(=C(C(=O)NC2=CC=C(C=C2)C(C)C)C=C(C1)[N+](=O)[O-])SC1=NN=NN1C 3-methyl-2-[(1-methyl-1H-1,2,3,4-tetrazol-5-yl)sulfanyl]-5-nitro-N-[4-(propan-2-yl)phenyl]benzamide